tert-butyl (cyclobutylmethyl)((3R)-1-(1-(1-(4-(5-methoxypyridazin-3-yl)-1H-1,2,3-triazol-1-yl)ethyl)-2-oxo-1,2-dihydropyridin-4-yl)piperidin-3-yl)carbamate C1(CCC1)CN(C(OC(C)(C)C)=O)[C@H]1CN(CCC1)C1=CC(N(C=C1)C(C)N1N=NC(=C1)C=1N=NC=C(C1)OC)=O